BrC=1C(=C(O[C@@H]2CC3(CC2)CCN(CC3)CC(=O)OCC)C=CC1)C ethyl (S)-2-(2-(3-bromo-2-methylphenoxy)-8-azaspiro[4.5]decan-8-yl)acetate